BrC1=NC(=NN1C)C(F)F 5-bromo-3-(difluoro-methyl)-1-methyl-1H-1,2,4-triazole